CC1=NC=C(C=C1)C 2,5-Dimethyl-pyridine